6-(7-Fluoro-2-methyl-2H-indazol-5-yl)-2-[(2,2,6,6-tetramethylpiperidin-4-yl)oxy][1,3]thiazolo[4,5-c]pyridin FC1=CC(=CC2=CN(N=C12)C)C1=CC2=C(C=N1)N=C(S2)OC2CC(NC(C2)(C)C)(C)C